ethyl (E)-3-(5-oxo-5,6,7,8-tetrahydronaphthalen-2-yl)acrylate O=C1C=2C=CC(=CC2CCC1)/C=C/C(=O)OCC